COCCN1C(=NC2=C1C=C(S2)C(=O)OC)C methyl 1-(2-methoxyethyl)-2-methyl-1H-thieno[2,3-d]imidazole-5-carboxylate